anti-phosphorylcholine P(=O)#C[N+](CCO)(C)C